CC(C[Pt])(CC=C)C (2,2-dimethylpent-4-en-1-yl)platinum